2-(4,4,5,5-tetramethyl-1,3,2-dioxaborolan-2-yl)cyclopent-1-ene-1-carboxylic acid methyl ester COC(=O)C1=C(CCC1)B1OC(C(O1)(C)C)(C)C